bicyclooctene iridium (I) chloride [Ir]Cl.C1(=CCCCCCC1)C1=CCCCCCC1